3-(TERT-BUTYLAMINOCARBONYL)PHENYLBORONIC ACID C(C)(C)(C)NC(=O)C=1C=C(C=CC1)B(O)O